CC=1C=C(C=CC1)S(=O)(=O)NC1=C(C=CC=C1)N1CCCCC1 3-methyl-N-(2-(piperidin-1-yl)phenyl)benzenesulfonamide